bis(2,2-diphenylvinyl)-1,1'-biphenyl C1(=CC=CC=C1)C(=CC1=CC=C(C=C1)C1=CC=C(C=C1)C=C(C1=CC=CC=C1)C1=CC=CC=C1)C1=CC=CC=C1